OC1=CN(C=C1)C(=O)OC(C)(C)C R-3-hydroxy-1-Boc-pyrrole